(3-(trifluoromethyl)phenyl)methanesulfonyl chloride FC(C=1C=C(C=CC1)CS(=O)(=O)Cl)(F)F